CN1CCN(CC1)C=1C=CC(=NC1)NC=1C=NC2=CC=C(N=C2C1)C=1N=CNC1C1=NC(=CC=C1)C N-(5-(4-methylpiperazin-1-yl)pyridin-2-yl)-6-(5-(6-methylpyridin-2-yl)-1H-imidazol-4-yl)-1,5-naphthyridin-3-amine